C(C1=CC=CC=C1)NC1C(C(N(C1=O)C)(C(=O)O)C(=O)OCC)C 4-(benzylamino)-2-(ethoxycarbonyl)-1,3-dimethyl-5-oxopyrrolidine-2-carboxylic acid